2-(2-(((R)-((S)-7-(1-methyl-1H-pyrazol-4-yl)-2,3-dihydro-1H-pyrido[2,3-b][1,4]oxazin-3-yl)(phenyl)methyl)amino)ethyl)benzonitrile CN1N=CC(=C1)C1=CC2=C(O[C@@H](CN2)[C@@H](C2=CC=CC=C2)NCCC2=C(C#N)C=CC=C2)N=C1